rel-1-[(4R)-2,2-dimethyloxan-4-yl]-3-methyl-N-[7-methyl-[1,2,4]triazolo[1,5-a]pyridin-6-yl]pyrazolo[3,4-d]pyrimidin-6-amine CC1(OCC[C@H](C1)N1N=C(C=2C1=NC(=NC2)NC=2C(=CC=1N(C2)N=CN1)C)C)C |o1:5|